2-[(8S)-5-azaspiro[3.5]nonan-8-yl]-8-fluoro-3,4-dihydro-1H-isoquinoline-6-carbohydroxamic acid C1CCC12NCC[C@@H](C2)N2CC1=C(C=C(C=C1CC2)C(=O)NO)F